2-(4-methoxynaphthalen-1-yl)-N,N-dimethylethan-1-amine COC1=CC=C(C2=CC=CC=C12)CCN(C)C